(2,2-difluoroethyl) acetate C(C)(=O)OCC(F)F